3-ethyl-2-(thiophen-2-ylsulfonyl)-2-azaspiro[4.4]nonane C(C)C1N(CC2(C1)CCCC2)S(=O)(=O)C=2SC=CC2